COC1=C(C=C(C=C1)C2=C(C(=O)C3=C(C=C(C=C3O2)O)O)O)O The molecule is a monomethoxyflavone that is quercetin methylated at position O-4'. Isolated from Cyperus teneriffae. It has a role as a metabolite and an antioxidant. It is a 7-hydroxyflavonol, a monomethoxyflavone and a tetrahydroxyflavone. It derives from a quercetin.